4-[trans-(4-aminocyclohexyl)amino]-N'-(2-chloro-5-fluoro-phenyl)-6-(2-chloro-4-methoxy-6-methyl-phenyl)pyrrolo[1,2-b]pyridazine-3-carboxamidine N[C@@H]1CC[C@H](CC1)NC=1C=2N(N=CC1C(=NC1=C(C=CC(=C1)F)Cl)N)C=C(C2)C2=C(C=C(C=C2C)OC)Cl